(Rp)-1-[(1S)-(1-Aminoethyl)]-2-(diphenylphosphino)ferrocene C[C@@H](C1=C([CH-]C=C1)P(C2=CC=CC=C2)C3=CC=CC=C3)N.[CH-]1C=CC=C1.[Fe+2]